(tetrapropenyl)butanedioic acid C(=CC)C(C(C(=O)O)(C=CC)C=CC)(C(=O)O)C=CC